(3R)-3-{[2-(pyridazin-4-yl)[1,2,4]triazolo[1,5-c]quinazolin-5-yl]amino}azepin-2-one N1=NC=C(C=C1)C1=NN2C(=NC=3C=CC=CC3C2=N1)NC=1C(N=CC=CC1)=O